2-(4-(7-(diethylamino)-2-oxo-2H-chromen-3-yl)thiazol-2-yl)acetic acid C(C)N(C1=CC=C2C=C(C(OC2=C1)=O)C=1N=C(SC1)CC(=O)O)CC